N,N'-diisopropylcarbodiimide hydrochloride Cl.C(C)(C)N=C=NC(C)C